lauryl-dihydroxyethylaminoacetic acid C(CCCCCCCCCCC)C(C(=O)O)NCC(O)O